(5-difluoromethyl-6-(2H-1,2,3-triazol-2-yl)-pyridin-3-yl)-1-(2-oxo-1,2-dihydrobenzo[cd]indol-6-yl)-5-trifluoromethyl-1H-pyrazole-4-carboxamide FC(C=1C=C(C=NC1N1N=CC=N1)C1=NN(C(=C1C(=O)N)C(F)(F)F)C=1C=2C3=C(C(NC3=CC1)=O)C=CC2)F